(R)-N-(7-fluoro-2-((4aS,5aR)-5a-methyl-1,4,4a,5,5a,6-hexahydrocyclopropa[f]indazol-3-yl)-1H-benzo[d]imidazol-5-yl)-N-methyl-2-(3-oxomorpholino)propanamide FC1=CC(=CC2=C1NC(=N2)C2=NNC=1C[C@@]3([C@H](CC21)C3)C)N(C([C@@H](C)N3C(COCC3)=O)=O)C